COC=1C=C(C=CC1OC)C1CC(C2=CC(=C(C(=C12)OC)OC)OC)=O 3-(3,4-Dimethoxyphenyl)-4,5,6-trimethoxy-2,3-dihydro-1H-inden-1-one